1-(4-Cyanophenyl)-4-(2-((2R)-2-hydroxy-7-azabicyclo[2.2.1]heptan-7-yl)acetyl)-2,5-dimethyl-1H-pyrrole-3-carbonitrile C(#N)C1=CC=C(C=C1)N1C(=C(C(=C1C)C(CN1C2[C@@H](CC1CC2)O)=O)C#N)C